N-(3-methyl-5-(trifluoromethyl)phenyl)-2-(1-(pyrazin-2-yl)piperidin-4-yl)acetamide CC=1C=C(C=C(C1)C(F)(F)F)NC(CC1CCN(CC1)C1=NC=CN=C1)=O